6-(3-{[3-(1-Isopropyl-1,2,3-triazol-4-yl)-8-(methylamino)imidazo[1,2-b]pyridazin-6-yl]amino}-2-methoxyphenyl)pyridine-3-carbaldehyde C(C)(C)N1N=NC(=C1)C1=CN=C2N1N=C(C=C2NC)NC=2C(=C(C=CC2)C2=CC=C(C=N2)C=O)OC